C1=CC=C(C(=C1)C(=O)NC2=CC=C(C=C2)F)N 2-amino-N-(4-fluorophenyl)benzamide